2,6-diazaspiro[3.4]octane-2-carbonitrile C1N(CC12CNCC2)C#N